N-(tert-butyl)-1-methyl-1,3-propanediamine C(C)(C)(C)NC(CCN)C